2-Butyl-1,3-diazaspiro[4.4]non-1-en-4-one C(CCC)C1=NC2(C(N1)=O)CCCC2